C(=O)OC1=C(C=CC(=C1)C(F)(F)F)C=1C=2N(C(=NN1)N[C@H]1CN(CC=C1)C)C=NC2 2-(4-{[(3R)-1-methyl-1,2,3,6-tetrahydropyridin-3-yl]amino}imidazo[1,5-d][1,2,4]triazin-1-yl)-5-(trifluoromethyl)phenol formate